ClC=1C=CC2=C(C=C(O2)C2=CN=CC3=C2SCCN3S(=O)(=O)C=3C=C2CCN(C2=CC3)C(C)=O)C1 1-(5-((8-(5-Chlorobenzofuran-2-yl)-2,3-dihydro-4H-pyrido[4,3-b][1,4]thiazin-4-yl)sulfonyl)indolin-1-yl)ethan-1-one